The molecule is a acid that is propane in which three carboxy groups are attached at the C-1 position. It is a conjugate acid of a 1,1,1-propanetricarboxylate. CCC(C(=O)O)(C(=O)O)C(=O)O